3-methyl-1-[1-({6-[(2-pyridin-3-ylethyl)amino]pyridin-3-yl}carbonyl)piperidin-3-yl]butan-1-one CC(CC(=O)C1CN(CCC1)C(=O)C=1C=NC(=CC1)NCCC=1C=NC=CC1)C